3-fluoro-N-(5-((1s,3s)-3-methyl-1-(4-methyl-4H-1,2,4-triazol-3-yl)cyclobutyl)pyridin-3-yl)-6-(((1-methylcyclobutyl)amino)methyl)imidazo[1,2-a]pyridine-8-carboxamide FC1=CN=C2N1C=C(C=C2C(=O)NC=2C=NC=C(C2)C2(CC(C2)C)C2=NN=CN2C)CNC2(CCC2)C